Cl.COC1=CC=C(C=C1)NN 4-Methoxyphenylhydrazine hydrochloride